Dimethyltin decanoate C(CCCCCCCCC)(=O)[O-].C[Sn+2]C.C(CCCCCCCCC)(=O)[O-]